FC1=CC=C(C=C1)C=1N(C(C=2N(C1)N=CC2)=O)C 6-(4-fluorophenyl)-5-methyl-4-oxo-4,5-dihydropyrazolo[1,5-a]pyrazin